2-[(1S)-1-cyclohexylethoxy]-5-fluoro-N-(4-methylpyridazin-3-yl)-4-(3-oxo-5,6,7,8-tetrahydro[1,2,4]triazolo[4,3-a]pyridin-2(3H)-yl)benzamide C1(CCCCC1)[C@H](C)OC1=C(C(=O)NC=2N=NC=CC2C)C=C(C(=C1)N1N=C2N(CCCC2)C1=O)F